(S)-tetrahydropyrrole-2-yl-methanol N1[C@@H](CCC1)CO